FC(F)C=1C(=NC(=NC1N1[C@H](COCC1)C)N1[C@H](COCC1)C)C=1C=NC(=NC1)N difluoromethyl-2,6-bis((S)-3-methylmorpholino)-[4,5'-bipyrimidin]-2'-amine